C1=CC=CC=2[SH+]C3=CC=CC=C3SC12 5H-thianthren-5-ium